N-(4-bromophenyl)-N,9-diphenyl-9H-carbazol-2-amine BrC1=CC=C(C=C1)N(C1=CC=2N(C3=CC=CC=C3C2C=C1)C1=CC=CC=C1)C1=CC=CC=C1